CC(C)(C)[S@@](=O)/N=C/[C@@H]1CO[C@H](CC1)C(F)(F)F (R)-2-methyl-N-((E)-(trans-6-(trifluoromethyl)tetrahydro-2H-pyran-3-yl)methylene)propane-2-sulfinamide